CN(C(=O)NC1=C(C(=CC=C1)Cl)Cl)C N,N-dimethyl-dichlorophenylurea